1-fluoro-N-(5-(6-(7-methyl-9-oxa-3,7-diazabicyclo[3.3.1]non-3-yl)-[1,2,4]triazolo[1,5-a]pyridin-2-yl)-8-(methylamino)-2,7-naphthyridin-3-yl)cyclopropane-1-carboxamide FC1(CC1)C(=O)NC=1N=CC2=C(N=CC(=C2C1)C1=NN2C(C=CC(=C2)N2CC3CN(CC(C2)O3)C)=N1)NC